C(O)(=O)OCCCCCCCCCCO 1,10-decanediol carbonate